rac-4-chloro-2-((1S*,2S*)-2-(7-(((6-cyclopropyl-8-(3-methyl-2,4-dioxoimidazolidin-1-yl)imidazo[1,2-a]pyridin-2-yl)methyl)amino)quinolin-2-yl)cyclopropyl)benzonitrile ClC1=CC(=C(C#N)C=C1)[C@@H]1[C@H](C1)C1=NC2=CC(=CC=C2C=C1)NCC=1N=C2N(C=C(C=C2N2C(N(C(C2)=O)C)=O)C2CC2)C1 |r|